isopropyl (3S)-3-(((R)-((((R)-1-(6-amino-9H-purin-9-yl)propan-2-yl)oxy)methyl)((1-isopropoxy-2-methyl-1-oxopropan-2-yl)amino)phosphoryl)amino)-4-methylpentanoate NC1=C2N=CN(C2=NC=N1)C[C@@H](C)OC[P@](=O)(NC(C(=O)OC(C)C)(C)C)N[C@@H](CC(=O)OC(C)C)C(C)C